CN1C2=CC=CC=C2N(C=2C=CC=CC12)C1=C(C=C(C=C1C1=CC(=CC=C1)C=1OC2=C(N1)C=CC=C2)N2C=1C=CC=CC1N(C1=CC=CC=C21)C)C2=CC(=CC=C2)C=2OC1=C(N2)C=CC=C1 2,2'-(2',5'-bis(10-methylphenazin-5(10H)-yl)-[1,1':3',1''-terphenyl]-3,3''-diyl)bis(benzo[d]oxazole)